C1(=CC=CC=C1)C(=O)C1CC1 cyclopropyl (phenyl) ketone